CSC1=NC=C(N=C1)C 2-methylthio-5-methylpyrazine